FC=1C=C(CCN(C=2SC3=C(N2)C(=CC=C3)F)CC3=CC=C(C=C3)C#CC(=O)O)C=CC1OC 3-(4-(((3-fluoro-4-methoxyphenethyl)(4-fluorobenzo[d]thiazol-2-yl)-amino)methyl)phenyl)propiolic acid